thietanyl sulfoxide S1C(CC1)S(=O)C1SCC1